C(C1=CC=CC=C1)N1CCC(CC1)NC(=O)N1CC(C2=NC(=CC=C21)C#N)(C)C N-(1-benzylpiperidin-4-yl)-5-cyano-3,3-dimethyl-2,3-dihydro-1H-pyrrolo[3,2-b]pyridine-1-carboxamide